FC1(CCN(CC1)C(=O)C=1C=CC(=NC1)N1C=CC=2CN(CCC21)C(C)=O)F 1-(1-(5-(4,4-difluoropiperidine-1-carbonyl)pyridin-2-yl)-1,4,6,7-tetrahydro-5H-pyrrolo[3,2-c]pyridin-5-yl)ethan-1-one